ClC=1C(=NN(C1)C(=O)N1CC2C(C1)CC(C2)OCC2=CC(=CC=C2)C(F)(F)F)C(=O)O 4-chloro-1-(trans-5-((3-(trifluoromethyl)benzyl)oxy)octa-hydrocyclopenta[c]pyrrole-2-carbonyl)-1H-pyrazole-3-carboxylic acid